CN1C(NCC1)=O 3-Methyl-2-oxoimidazolidine